2-(3-methyl-4-(p-tolyl)but-3-en-1-yl)-1,3-dioxolane CC(CCC1OCCO1)=CC1=CC=C(C=C1)C